CC(C)=CCC[C@@H](C)[C@H]1CC[C@H]2C=3CC[C@H]4CCCC[C@]4(C)C3CC[C@]12C 5a-cholesta-8,24-dien